O=C(C(=O)O)CCC(=O)O.N[C@@H](CCC(N)=O)C(=O)O Glutamine oxoglutarate